4-chloro-2,6-dimethoxybenzaldehyde ClC1=CC(=C(C=O)C(=C1)OC)OC